3-[(2R)-pyrrolidin-2-ylmethoxy]propanamide N1[C@H](CCC1)COCCC(=O)N